C1=C(C=CC2=CC=CC=C12)C(C=C)=O 1-(2-naphthyl)-2-propen-1-one